FC1=C(C=2C=NN(C2C=C1)C1OCCCC1)C=O 5-fluoro-1-(tetrahydro-2H-pyran-2-yl)-1H-indazole-4-carbaldehyde